N-(2-cyano-1-methyl-1H-pyrrolo[3,2-c]pyridin-6-yl)acetamide C(#N)C1=CC=2C=NC(=CC2N1C)NC(C)=O